OC(=O)C(F)(F)F.OCC=1C=C(C=NC1)C1N(OCC1)C(=O)C1CCN(CC1)C1=CC(=NC=N1)C(=O)N 6-[4-[3-[5-(Hydroxymethyl)-3-pyridyl]isoxazolidine-2-carbonyl]-1-piperidyl]pyrimidine-4-carboxamide TFA salt